NC1=C(C=CC(=C1F)NCC1=CC=C(C=C1)O)NC([C@H]([C@H](CCCC)F)F)=O (2R,3S)-N-(2-Amino-3-fluoro-4-((4-hydroxybenzyl)amino)phenyl)-2,3-difluoroheptanamid